C(CCCCCCCC)NC(=O)N(CCCCC)CCCCC N-nonyl-N',N'-dipentylurea